(3α,5α,17β)-3-Hydroxy-19-methoxyandrostane-17-carbonitrile O[C@H]1C[C@@H]2CC[C@H]3[C@@H]4CC[C@@H]([C@@]4(C)CC[C@@H]3[C@]2(CC1)COC)C#N